1-isopropyl-5-(5-(2-methoxyphenyl)pyrimidin-2-yl)-1H-benzo[d][1,2,3]triazole C(C)(C)N1N=NC2=C1C=CC(=C2)C2=NC=C(C=N2)C2=C(C=CC=C2)OC